(R)-3-(1-aminoethyl)-4-fluoro-5-(trifluoromethyl)aniline hydrochloride Cl.N[C@H](C)C=1C=C(N)C=C(C1F)C(F)(F)F